OC1(CC(C1)C(=O)N1CC2(C1)CCC(CC2)C2=NN1C(CCCC1)=C2)C ((1s,3s)-3-Hydroxy-3-methylcyclobutyl)(7-(4,5,6,7-tetrahydropyrazolo[1,5-a]pyridin-2-yl)-2-azaspiro[3.5]nonan-2-yl)methanone